C(C)OC(CC1=C(C=CC(=C1)O)O)=O (2,5-dihydroxyphenyl)acetic acid ethyl ester